tert-Butyl (6S,7S)-6-[[3-[2-[2-[tert-butoxycarbonyl (methyl) amino] ethoxy] phenyl]-2-fluoro-phenyl] methyl]-7-(difluoromethylsulfonylamino)-5-azaspiro[2.4]heptane-5-carboxylate C(C)(C)(C)OC(=O)N(CCOC1=C(C=CC=C1)C=1C(=C(C=CC1)C[C@@H]1N(CC2(CC2)[C@@H]1NS(=O)(=O)C(F)F)C(=O)OC(C)(C)C)F)C